C(C)(C)SC1=CC=C(C=C1)B1OC(C(O1)(C)C)(C)C 2-(4-(isopropylthio)phenyl)-4,4,5,5-tetramethyl-1,3,2-dioxaborolane